((6-(difluoromethoxy)-2-(3'-(6-(difluoromethoxy)-5-((2,5-dihydro-1H-pyrrol-1-yl)methyl)benzo[d]oxazol-2-yl)-2,2'-dimethyl-[1,1'-biphenyl]-3-yl)benzo[d]oxazol-5-yl)methyl)-L-proline FC(OC1=CC2=C(N=C(O2)C=2C(=C(C=CC2)C2=C(C(=CC=C2)C=2OC3=C(N2)C=C(C(=C3)OC(F)F)CN3CC=CC3)C)C)C=C1CN1[C@@H](CCC1)C(=O)O)F